2-phenyl-pyrrolo[2,3-b]pyridine C1(=CC=CC=C1)C1=CC=2C(=NC=CC2)N1